3-undecyl-1H-pyrazol-5(4H)-one C(CCCCCCCCCC)C1=NNC(C1)=O